D-2-Phenylpropionylglycine C1(=CC=CC=C1)C(C(=O)NCC(=O)O)C